rac-tert-butyl-(RS)-2-bromo-4-methyl-3-(pyridin-4-yl)-6,7-dihydropyrazolo[1,5-a]pyrazine C(C)(C)(C)[C@H]1N=C(C=2N(C1)N=C(C2C2=CC=NC=C2)Br)C |r|